2-(4-chloro-2-methylphenyl)-2,2-difluoroacetic acid ClC1=CC(=C(C=C1)C(C(=O)O)(F)F)C